C(C)(C)C1C(CC(CC1)C)C(C(=O)O)CC(=O)N(C)C.CN(C(CCC(=O)OC1C(CCC(C1)C)C(C)C)=O)C 2-isopropyl-5-methylcyclohexyl 4-(dimethylamino)-4-oxobutyrate (2-isopropyl-5-methylcyclohexyl 4-(dimethylamino)-4-oxobutyrate)